(3R,5'S)-5-azido-1'-(N-(4,6-difluoro-1H-indole-2-carbonyl)-N-methyl-L-leucyl)-2-oxospiro[indoline-3,3'-pyrrolidine]-5'-carboxamide N(=[N+]=[N-])C=1C=C2C(=CC1)NC([C@@]21CN([C@@H](C1)C(=O)N)C([C@@H](N(C)C(=O)C=1NC2=CC(=CC(=C2C1)F)F)CC(C)C)=O)=O